C(CCC)OC(NC[C@H]1C[C@H]([C@@H]2OC(O[C@@H]21)(C)C)N2C=C(C1=C2N=C(N=C1N)Cl)Br)=O Butyl-N-{[(3aR,4R,6R,6aS)-6-{4-amino-5-bromo-2-chloropyrrolo[2,3-d]pyrimidin-7-yl}-2,2-dimethyl-tetrahydro-3aH-cyclopenta[d][1,3]dioxol-4-yl]methyl}carbamate